tert-butyl (3S)-4-[[6-[3-[2-methoxy-4-(methylcarbamoyl)anilino]prop-1-ynyl]-1-(2,2,2-trifluoroethyl)benzimidazole-4-carbonyl]amino]-3-methyl-piperidine-1-carboxylate COC1=C(NCC#CC=2C=C(C3=C(N(C=N3)CC(F)(F)F)C2)C(=O)NC2[C@H](CN(CC2)C(=O)OC(C)(C)C)C)C=CC(=C1)C(NC)=O